(S)-1-(sec-butyl)-N-((4,6-dimethyl-2-oxo-1,2-dihydropyridin-3-yl)methyl)-6-(4-((5,8-dioxo-4,7-diazaspiro[2.5]octane-4-yl)methyl)-3-fluorophenyl)-3-methyl-1H-indole-4-carboxamide [C@H](C)(CC)N1C=C(C=2C(=CC(=CC12)C1=CC(=C(C=C1)CN1C2(CC2)C(NCC1=O)=O)F)C(=O)NCC=1C(NC(=CC1C)C)=O)C